C(C1=CC=CC=C1)OC(COC(=O)ON1C(CCC1=O)=O)COC(=O)ON1C(CCC1=O)=O 1'-{[2-(benzyloxy)propane-1,3-diyl]bis(oxycarbonyloxy)}bis(pyrrolidine-2,5-dione)